The molecule is a long-chain fatty acid ethyl ester resulting from the formal condensation of the carboxy group of (7Z,10Z,13Z,16Z,19Z)-docosapentaenoic acid with the hydroxy group of ethanol. It derives from a (7Z,10Z,13Z,16Z,19Z)-docosapentaenoic acid. CC/C=C\\C/C=C\\C/C=C\\C/C=C\\C/C=C\\CCCCCC(=O)OCC